The molecule is an acetate ester obtained from the formal condensation of acetic acid with the hydroxy group at position 1 of 6-[(8Z)-pentadec-8-en-1-yl]benzene-1,2,4-triol. Isolated from the dried fruits of Ardisia colorata, it exhibits scavenging activity towards DPPH radicals and cytotoxicity against murine breast cancer cell line, FM3A. It has a role as a metabolite, an antineoplastic agent and a radical scavenger. It is a member of resorcinols and an acetate ester. It derives from a 6-[(8Z)-pentadec-8-en-1-yl]benzene-1,2,4-triol. CCCCCC/C=C\\CCCCCCCC1=C(C(=CC(=C1)O)O)OC(=O)C